(R)-1-(8-Phenyl-2-(quinoline-8-carbonyl)-2,6-diazaspiro[3.4]octan-6-yl)prop-2-en-1-one C1(=CC=CC=C1)[C@H]1CN(CC12CN(C2)C(=O)C=2C=CC=C1C=CC=NC21)C(C=C)=O